F[C@@H]1CN(CC[C@@H]1OC)C1=NC=CC(=N1)NC1=CC(=C(C=N1)C(=O)N1CC(C1)CS(=O)(=O)C)NC1CNCC1 (6-((2-(cis-3-fluoro-4-methoxypiperidin-1-yl)pyrimidin-4-yl)amino)-4-(pyrrolidin-3-ylamino)pyridin-3-yl)(3-((methylsulfonyl)methyl)azetidin-1-yl)methanone